[Cl-].[Cl-].C1(=CC=CC=C1)C(C1=CC=CC=C1)=[Zr+2](C1C2=CC=CC=C2C=2C=CC(=CC12)N(CC)CC)C1C=CC=C1 diphenylmethylene(cyclopentadienyl)(2-diethylamino-9-fluorenyl)zirconium dichloride